N2-(4-(3-(2-(2-azidoethoxy)ethoxy)propanamido)butanoyl)-N6-(3-(2-(2-azidoethoxy)ethoxy)propanoyl)-L-lysine N(=[N+]=[N-])CCOCCOCCC(=O)NCCCC(=O)N[C@@H](CCCCNC(CCOCCOCCN=[N+]=[N-])=O)C(=O)O